4-(4-((3-acetylphenyl)carbamoyl)-3-methyl-5-oxo-4,5-dihydro-1H-pyrazol-1-yl)benzoic acid C(C)(=O)C=1C=C(C=CC1)NC(=O)C1C(=NN(C1=O)C1=CC=C(C(=O)O)C=C1)C